OC[C@]1(CN(CC1)C(C)(C)C1=NC(=CC=C1)OC)CCC1=CC=C(C#N)C=C1 (R)-4-(2-(3-(hydroxymethyl)-1-(2-(6-methoxypyridin-2-yl)propan-2-yl)pyrrolidin-3-yl)ethyl)benzonitrile